C1=C(C=CC2=CC=CC=C12)C1=C(C=CC2=CC=CC=C12)C1=NC2=C3N=C(C=C(C3=CC=C2C(=C1)C1=CC=CC=C1)C1=CC=CC=C1)C1=C(C2=CC=CC=C2C=C1)C1=CC2=CC=CC=C2C=C1 2,9-bis(naphthalen-2-yl-2-naphthalenyl)-4,7-diphenyl-1,10-phenanthroline